NC1=NC(=C(C=C1C=1C=C2CCNC(C2=CC1)=O)C1=CC=C(C=C1)C=1CCN(CC1)CC(F)F)F 6-(2-amino-5-(4-(1-(2,2-difluoroethyl)-1,2,3,6-tetrahydropyridin-4-yl)phenyl)-6-fluoropyridin-3-yl)-3,4-dihydroisoquinolin-1(2H)-one